O=C1NCC2=C1N(C=C2)C(=O)OC(C)(C)C tert-butyl 6-oxo-5,6-dihydropyrrolo[3,4-b]pyrrole-1(4H)-carboxylate